CN(C)CC1=NN=C(O1)CC(=O)N1[C@@H](C[C@H](C1)F)C(=O)N[C@H](C1=CC=C(C=C1)C(C)C)C1=CC=CC=C1 (2S,4R)-1-(2-{5-[(dimethylamino)methyl]-1,3,4-oxadiazol-2-yl}acetyl)-4-fluoro-N-[(S)-phenyl[4-(propan-2-yl)phenyl]methyl]pyrrolidine-2-carboxamide